8-(5,6-Dihydro-4H-pyrrolo[1,2-b]pyrazol-3-yl)-7,9-difluoro-1,4,4-trimethyl-5H-[1,2,4]triazolo[4,3-a]quinoxaline N=1N2C(=C(C1)C1=C(C=C3NC(C=4N(C3=C1F)C(=NN4)C)(C)C)F)CCC2